3-[3-[2,6-Dichloro-4-(1-methylpyrazol-4-yl)benzoyl]-1,4-dihydro-2,3-benzoxazin-8-yl]-3-(1,4-dimethylbenzotriazol-5-yl)propionic acid ClC1=C(C(=O)N2OCC3=C(C2)C=CC=C3C(CC(=O)O)C3=C(C2=C(N(N=N2)C)C=C3)C)C(=CC(=C1)C=1C=NN(C1)C)Cl